(R)-4-(2-(benzyloxy)phenyl)-N-(8-methylisoquinolin-1-yl)-N-(piperidin-3-yl)-3,6-dihydropyridine-1(2H)-carboxamide C(C1=CC=CC=C1)OC1=C(C=CC=C1)C=1CCN(CC1)C(=O)N([C@H]1CNCCC1)C1=NC=CC2=CC=CC(=C12)C